NC1=NN(C=C1)C1=CC=C(C(=O)NC)C=C1 4-(3-amino-1H-pyrazol-1-yl)-N-methylbenzamide